CC(C[C@@H](CC=1SC=CN1)N)C (S)-4-methyl-1-(thiazol-2-yl)pentan-2-amine